Cl.COC1C(CNCC1)COC=1C(=NC=CC1)C(F)(F)F 3-((4-methoxypiperidin-3-yl)methoxy)-2-(trifluoromethyl)pyridine hydrochloride